COC=1C=C2C3C(C=4C=CC=5OC(CC5C4OC3COC2=CC1OC)C(C)C)=O 16,17-Dimethoxy-6-propan-2-yl-2,7,20-trioxapentacyclo[11.8.0.03,11.04,8.014,19]henicosa-3(11),4(8),9,14,16,18-hexaen-12-one